(Z)-N-(5-((6-(3-(5-(tert-butyl)isoxazol-3-yl)ureido)-2-oxindol-3-ylidene)methyl)-2,4-dimethyl-1H-pyrrol-3-yl)acetamide C(C)(C)(C)C1=CC(=NO1)NC(NC1=CC=C2/C(/C(NC2=C1)=O)=C/C1=C(C(=C(N1)C)NC(C)=O)C)=O